7A-ethyldihydro-1H,3H,5H-oxazolo[3,4-C]oxazole C(C)C12N(COC1)COC2